2-(2-((1r,3r)-3-fluorocyclobutyl)-2H-[1,2,3]triazolo[4,5-b]pyrazin-5-yl)-3-methyl-5-(trifluoromethyl)phenol FC1CC(C1)N1N=C2C(N=CC(=N2)C2=C(C=C(C=C2C)C(F)(F)F)O)=N1